S1C(=NC2=C1C=CC=C2)NC(=O)C=2C=CC=C1CCN(CC21)C2=CC=C(C(=N2)C(=O)OC(C)(C)C)C2=C(C=C(C=C2)OCC2CC1(C2)CCN(CC1)CC(=O)OCC)C tert-butyl 6-(8-(benzo[d]thiazol-2-ylcarbamoyl)-3,4-dihydroisoquinolin-2(1H)-yl)-3-(4-((7-(2-ethoxy-2-oxoethyl)-7-azaspiro[3.5]nonan-2-yl)methoxy)-2-methylphenyl)picolinate